N-(cyclohexyl(phenyl)methyl)-2-oxo-6-(trifluoromethyl)-1,2-dihydropyridine-3-carboxamide C1(CCCCC1)C(NC(=O)C=1C(NC(=CC1)C(F)(F)F)=O)C1=CC=CC=C1